7-Ethyl-10,10-dimethyl-8-(4-morpholine-4-yl-piperidine-1-yl)-5-oxo-10,11-dihydro-5H-1,11-diaza-benzo[b]fluorene-2-carbonitrile C(C)C1=CC2=C(C(C=3NC=4N=C(C=CC4C3C2=O)C#N)(C)C)C=C1N1CCC(CC1)N1CCOCC1